Cl.CC1=C(C=CC(=C1)N1CCNCC1)N1C(NC(CC1)=O)=O 1-(2-methyl-4-(piperazin-1-yl)phenyl)dihydropyrimidine-2,4(1H,3H)-dione hydrochloride